1-(2'-bromo-5'-butoxy-5-(tert-butyl)-2-(methoxymethoxy)-[1,1'-biphenyl]-3-yl)adamantane BrC1=C(C=C(C=C1)OCCCC)C1=C(C(=CC(=C1)C(C)(C)C)C12CC3CC(CC(C1)C3)C2)OCOC